N-((4-((4-chlorophenyl)amino)-6-morpholino-1,3,5-triazin-2-yl)methyl)picolinamide ClC1=CC=C(C=C1)NC1=NC(=NC(=N1)N1CCOCC1)CNC(C1=NC=CC=C1)=O